C(C)C1=[N+](C(=C(C2=CC=CC=C12)C1=CC=CC=C1)C(=C)C)[O-] 1-Ethyl-4-phenyl-3-(prop-1-en-2-yl)isoquinoline 2-oxide